N-(5-(3-(3-fluoro-4-((4-(trifluoromethyl)phenyl)thio)phenyl)ureido)-2-hydroxyphenyl)methanesulfonamide FC=1C=C(C=CC1SC1=CC=C(C=C1)C(F)(F)F)NC(NC=1C=CC(=C(C1)NS(=O)(=O)C)O)=O